1-acetyl-4-(3-(benzyloxy)-4-(difluoromethoxy)phenyl)-2,5-dihydro-1H-pyrrole-2-carboxylic acid methyl ester COC(=O)C1N(CC(=C1)C1=CC(=C(C=C1)OC(F)F)OCC1=CC=CC=C1)C(C)=O